ClC=1C=CC=2N(C1)C(=CN2)C2=NC=CC(=N2)N2CC(CCC2)C2(CC2)C(=O)N 1-(1-(2-(6-chloroimidazo[1,2-a]pyridin-3-yl)pyrimidin-4-yl)piperidin-3-yl)cyclopropane-1-carboxamide